3-(3-methyl-4-((5-(4-methyl-2-nitrophenyl)furan-2-yl)methylene)-5-oxo-4,5-dihydro-1H-Pyrazol-1-yl)benzoic acid CC1=NN(C(C1=CC=1OC(=CC1)C1=C(C=C(C=C1)C)[N+](=O)[O-])=O)C=1C=C(C(=O)O)C=CC1